FC(C1=C(C=C2CCCN(C2=C1)C1=NN(C2=C1CN(CC2)C(C)=O)C2CCNCC2)C=2C=NN(C2)C)F 1-[3-[7-(difluoromethyl)-6-(1-methylpyrazol-4-yl)-3,4-dihydro-2H-quinolin-1-yl]-1-(4-piperidinyl)-6,7-dihydro-4H-pyrazolo[4,3-c]pyridin-5-yl]ethanone